CO[Si](CCCN(CCNCCN)CCC[Si](OC)(OC)OC)(OC)OC bis[3-(trimethoxysilyl)propyl]diethylenetriamine